s-octyl allyloxymethylacrylate C(C=C)OCC(C(=O)OC(C)CCCCCC)=C